OC1=NC(=C(N=C1C)C)CCCC 2-hydroxy-3,5-dimethyl-6-butyl-pyrazine